S1C(=NC=C1)C(C)(CC)O 2-(thiazol-2-yl)butan-2-ol